2,6-diisopropyl-4-trimethylsilylphenol C(C)(C)C1=C(C(=CC(=C1)[Si](C)(C)C)C(C)C)O